(5RS)-2-{[3-Fluoro-2-(trifluoromethyl)pyridin-4-yl]methyl}-5-(pyrrolidin-1-ylcarbonyl)-5,6,7,8-tetrahydro[1,2,4]triazolo[4,3-a]pyridin-3(2H)-one FC=1C(=NC=CC1CN1N=C2N([C@H](CCC2)C(=O)N2CCCC2)C1=O)C(F)(F)F |r|